[Y].[Y] yttrium-yttrium